BrCCCN[C@H](C)C1=CC=CC2=CC=CC=C12 (R)-3-bromo-N-(1-(naphthalen-1-yl)ethyl)propan-1-amine